C(C)(C)(C)N(C(O)=O)C1COCC1=O.C(#N)C=1C=CC(=NC1)N1N=CN=C1C(C)NC(C1=CC(=CC(=C1)S(=O)(=O)C(F)(F)F)C(F)(F)F)=O N-[1-[2-(5-cyano-2-pyridyl)-1,2,4-triazol-3-yl]ethyl]-3-(trifluoromethyl)-5-(trifluoromethylsulfonyl)benzamide tert-Butyl-(4-oxotetrahydrofuran-3-yl)carbamate